NC\C=C(\CN1N=NC2=C1C=C(C=C2C=2C=C(C=CC2)S(=O)(=O)NC)C(=O)N2CCCC2)/F (Z)-3-(1-(4-amino-2-fluoro-but-2-en-1-yl)-6-(pyrrolidine-1-carbonyl)-1H-benzo[d][1,2,3]triazol-4-yl)-N-methylbenzenesulfonamide